(2R)-6-[4-(2,5-dioxopyrrolidin-1-yl)cyclohexen-1-yl]-N-[(1R)-1-[2-fluoro-3-(trifluoromethyl)phenyl]ethyl]-2-methyl-2,3-dihydroimidazo[1,2-a]pyridine-8-carboxamide O=C1N(C(CC1)=O)C1CC=C(CC1)C=1C=C(C=2N(C1)C[C@H](N2)C)C(=O)N[C@H](C)C2=C(C(=CC=C2)C(F)(F)F)F